5-((4'-(pentafluoro-λ6-sulfaneyl)-[1,1'-biphenyl]-4-yl)methoxy)-1H-1,2,3-triazole-4-carboxylic acid FS(C1=CC=C(C=C1)C1=CC=C(C=C1)COC1=C(N=NN1)C(=O)O)(F)(F)(F)F